CSC[C@H]1CN([C@@H]2CC3=CNC4=CC=CC([C@H]2C1)=C34)CCC (8β)-8-((methylthio)methyl)-6-propyl-ergoline